CC1C(C2(CCC1)CC1CC(C2)C1)(C)C trimethylspiro[bicyclo[3.1.1]heptane-3,1'-cyclohexane]